Ethyl (5R)-2-benzyl-5-methyl-6,7-dihydro-5H-pyrazolo[5,1-b][1,3]oxazine-3-carboxylate C(C1=CC=CC=C1)C1=NN2C(O[C@@H](CC2)C)=C1C(=O)OCC